N1(CCCC2=CC=CC=C12)CCC(=O)N1CCCC1 3-(3,4-dihydroquinolin-1(2H)-yl)-1-(pyrrolidin-1-yl)propan-1-one